9,9-dimethyl-4,5-bis(di-t-butylphosphino)xanthene CC1(C2=CC=CC(=C2OC=2C(=CC=CC12)P(C(C)(C)C)C(C)(C)C)P(C(C)(C)C)C(C)(C)C)C